3-(Benzylthio)-2-((5-((tert-butyldimethylsilyl)oxy)pentyl)oxy)-6-methylpyridine C(C1=CC=CC=C1)SC=1C(=NC(=CC1)C)OCCCCCO[Si](C)(C)C(C)(C)C